3-(methyl-sulfonyl)-1-propanol CS(=O)(=O)CCCO